BrP(C(C)(C)C)(C(C)(C)C)(C(C)(C)C)Br dibromo-(tri-tert-butyl)-phosphine